N=1C=NN2C1C(=CC=C2)CN[C@@H]2C[C@H]([C@H](CC2)NCC2=CC=C1N=C(C(NC1=C2)=O)C)O 7-((((1S,2R,4S)-4-(([1,2,4]Triazolo[1,5-a]pyridin-8-ylmethyl)amino)-2-hydroxycyclohexyl)amino)methyl)-3-methylquinoxalin-2(1H)-one